FC(C(C(C(F)(F)F)(F)F)(F)F)([K])F perfluorobutyl-potassium